C(C)OC(=O)C1C2CC(CC12)O 3-hydroxybicyclo[3.1.0]hexane-6-carboxylic acid ethyl ester